(6-Amino-4-ethoxy-3',4',5',6'-tetrahydro-2'H-[3,4']bipyridinyl-1'-yl)-[5-(4-trifluoromethyl-phenoxy)-4-methoxy-pyridin-2-yl]-methanone NC1=CC(=C(C=N1)C1CCN(CC1)C(=O)C1=NC=C(C(=C1)OC)OC1=CC=C(C=C1)C(F)(F)F)OCC